FC1CC(N(C1)C(CC1=CN=NN1)=O)C(=O)NC(C1=NC=C(C=C1)F)C1=CC(=C(C=C1)C(C)C)F 4-fluoro-N-{[3-fluoro-4-(propan-2-yl)phenyl](5-fluoropyridin-2-yl)methyl}-1-[2-(1H-1,2,3-triazol-5-yl)acetyl]pyrrolidine-2-carboxamide